(1-(azetidin-1-ylmethyl)-2,2-difluorocyclopropyl)methanol N1(CCC1)CC1(C(C1)(F)F)CO